BrC1=CC(=C(C=C1)N1CCN(CC1)C(=O)OC(C)(C)C)C tert-butyl 4-(4-bromo-2-methylphenyl)piperazine-1-carboxylate